ClC1=C(C=CC(=C1)C)CC(=O)N (2-chloro-4-methylphenyl)acetamide